N1=C(C=CC=C1)CNCC1=CC=C(C=C1)CN(C(CN)=O)C1CCCC=2C=CC=NC12 N-[[4-[[(2-pyridinylmethyl)amino]methyl]phenyl]methyl]-N-(5,6,7,8-tetrahydro-8-quinolinyl)-glycinamide